FC1=C(C(=CC=C1)C=C)C(C)(C)F 1-fluoro-2-(2-fluoropropan-2-yl)-3-vinylbenzene